OCCCS(=O)(=O)[O-].[Si+4].OCCCS(=O)(=O)[O-].OCCCS(=O)(=O)[O-].OCCCS(=O)(=O)[O-] silicon hydroxyl-1-propyl-sulfonate